The molecule is an aromatic amino-acid anion that is the conjugate base of 4-aminobenzoic acid. It has a role as an Escherichia coli metabolite, a plant metabolite and a Saccharomyces cerevisiae metabolite. It is an aromatic amino-acid anion and an aminobenzoate. It derives from a benzoate. It is a conjugate base of a 4-aminobenzoic acid. C1=CC(=CC=C1C(=O)[O-])N